FC=1C(=CC(=C(C1)N1CC(N(C(C1)C)C)C)[N+](=O)[O-])B1OC(C(O1)(C)C)(C)C 4-(5-fluoro-2-nitro-4-(4,4,5,5-tetramethyl-1,3,2-dioxaborolan-2-yl)phenyl)-1,2,6-trimethylpiperazine